4-[[3-(2,3-difluoro-4-methoxyphenyl)imidazo[1,2-a]pyrazin-8-yl]amino]-2-methyl-N-[2-[3-[(2S)-3-oxoaziridin-2-yl]propanoylamino]ethyl]benzamide FC1=C(C=CC(=C1F)OC)C1=CN=C2N1C=CN=C2NC2=CC(=C(C(=O)NCCNC(CC[C@@H]1NC1=O)=O)C=C2)C